(S)-N-(chroman-4-yl)-2-(6-(difluoromethyl)-pyridin-3-yl)benzo[d]-thiazole-6-carboxamide O1CC[C@@H](C2=CC=CC=C12)NC(=O)C1=CC2=C(N=C(S2)C=2C=NC(=CC2)C(F)F)C=C1